[N+](=O)([O-])C1CC(C(CC1)C(=O)O)C(=O)O p-nitro-cis-1,2-cyclohexanedicarboxylic acid